(+-)-3,7-DIMETHYL-1,6-OCTADIEN-3-OL CC(=CCCC(C)(C=C)O)C